1-(2-Cyclopropylmethoxy-1,2-diphenylethyl)-5-fluoro-1H-pyridin-2-one C1(CC1)COC(C(C1=CC=CC=C1)N1C(C=CC(=C1)F)=O)C1=CC=CC=C1